N-{(S)-3-methyl-1-carbonyl-1-{{(S)-1-carbonyl-1-{{(S)-1-carbonyl-3-[(S)-2-carbonylpyrrolidin-3-yl]propan-2-yl}amino}-3-4-fluorophenylpropan-2-yl}amino}butan-2-yl}indole-2-carboxamide CC([C@@H](C(N[C@H](C(N[C@H](C=C=O)C[C@H]1C(NCC1)=C=O)=C=O)CC1=CC=C(C=C1)F)=C=O)NC(=O)C=1NC2=CC=CC=C2C1)C